amino-formic acid NC(=O)O